FC1=NC=CC=C1C=1C=2N(N=C(C1)N1[C@@H](COCC1)C)C(=NC2C)C2=CC=NN2 (R)-4-(4-(2-fluoropyridin-3-yl)-5-methyl-7-(1H-pyrazol-5-yl)imidazo[1,5-b]pyridazin-2-yl)-3-methylmorpholine